ClC=1C=C2C=C(NC2=CC1)C(=O)N[C@H](C(=O)OC)CC1=CC=C(C=C1)C(F)(F)F Methyl (S)-2-(5-chloro-1H-indole-2-carboxamido)-3-(4-(trifluoromethyl)phenyl)propanoate